1-vinyl-3-methyl-imidazole chloride salt [Cl-].C(=C)N1CN(C=C1)C